methyl 5-amino-3-cyano-2-methyl-1-(2,2,2-trifluoroethyl)indole-6-carboxylate NC=1C=C2C(=C(N(C2=CC1C(=O)OC)CC(F)(F)F)C)C#N